FC1C(CNC1)OC1=NN(C=C1[N+](=O)[O-])COCC[Si](C)(C)C 3-((4-fluoropyrrolidin-3-yl)oxy)-4-nitro-1-((2-(trimethylsilyl)ethoxy)methyl)-1H-pyrazole